FC1=C(C(=C(C=C1F)F)F)C(C(=O)OC1=C(C=C(C=C1I)C=C)I)COCCOCCOCCN1C(C=CC1=O)=O 2,6-diiodo-4-vinylphenol 2,3,5,6-tetrafluorophenyl-3-(2-{2-[2-(2,5-dioxopyrrol-1-yl)ethoxy]ethoxy}ethoxy)propanoate